O1COC2=C1C=CC(=C2)C2=CC=C(C1=CC=CC=C21)OCCNC(CN2CCNCC2)=O N-(2-(1-(benzo[d][1,3]dioxol-5-yl)naphthalen-4-yloxy)ethyl)-2-(piperazin-1-yl)acetamide